nitrogen 2-Bromo-4-(trifluoromethyl)pyridine BrC1=NC=CC(=C1)C(F)(F)F.[N]